(R)-7-chloro-10-(3-(4-chloro-3,5-dimethylphenoxy)propyl)-4-methyl-6-(2,4,6-trimethylpyrimidin-5-yl)-3,4-dihydropyrazino[1,2-a]indol ClC=1C=CC=2C(=C3N(C2C1C=1C(=NC(=NC1C)C)C)[C@@H](CN=C3)C)CCCOC3=CC(=C(C(=C3)C)Cl)C